ClC1=CC=C(C=C1)C=1C=C(C(N(N1)C=1C=NC=CC1)=O)C(=O)NC[C@@H](CO)O 6-(4-chlorophenyl)-N-[(2S)-2,3-dihydroxypropyl]-3-oxo-2-(pyridin-3-yl)-2,3-dihydropyridazine-4-carboxamide